ICC1(OC1)C 2-(iodomethyl)-2-methyloxirane